N-(2-chloro-5-iodopyridin-4-yl)-2-(1,1-difluoroethyl)pyrimidin-4-amine ClC1=NC=C(C(=C1)NC1=NC(=NC=C1)C(C)(F)F)I